N-(3-(4-(2-aminoacetamido)piperidin-1-yl)phenyl)-7-methyl-1H-indole NCC(=O)NC1CCN(CC1)C=1C=C(C=CC1)N1C=CC2=CC=CC(=C12)C